C1(CC1)S(=O)(=O)NC1=CC(=NC=C1)[C@H](CC)NC(=O)C=1SC(=C(N1)C)C1=NC(=CN=C1)OCC (S)-N-(1-(4-(cyclopropanesulfonamido)pyridin-2-yl)propyl)-5-(6-ethoxypyrazin-2-yl)-4-methylthiazole-2-carboxamide